6-morpholinomethyl-benzene-1,2-diamine O1CCN(CC1)CC=1C=CC=C(C1N)N